FC1=CC=C(C=C1)N1N=C(C2=CC=CC=C2C1=O)C=1C=C(C=CC1)N1C(OCC1)=O 3-(3-(3-(4-Fluorophenyl)-4-oxo-3,4-dihydrophthalazin-1-yl)phenyl)oxazolidin-2-one